(S)-N-(4-((6-(1,2-difluoroethyl)pyrazin-2-yl)amino)-5-(2-methoxyethoxy)pyridin-2-yl)acetamide F[C@H](CF)C1=CN=CC(=N1)NC1=CC(=NC=C1OCCOC)NC(C)=O